N-[2-(4-formyl-1-piperidyl)-5-(1-hydroxy-1-methyl-ethyl)-1,3-benzothiazol-6-yl]-2-methyl-oxazole-4-carboxamide C(=O)C1CCN(CC1)C=1SC2=C(N1)C=C(C(=C2)NC(=O)C=2N=C(OC2)C)C(C)(C)O